ClC=1C=C(C=CC1S(=O)(=O)C)C1=C(N=C(S1)N)C1=CC(=NC=C1)C (3-chloro-4-(methylsulfonyl)phenyl)-4-(2-methylpyridin-4-yl)thiazol-2-amine